2-fluoro-N-(5-(4-(trifluoromethyl)benzyl)-1,3,4-thiadiazol-2-yl)nicotinamide FC1=C(C(=O)NC=2SC(=NN2)CC2=CC=C(C=C2)C(F)(F)F)C=CC=N1